O1C[C@@H](OC2=NC=CC=C21)C2=CC=C(CN(C1CCN(CC1)S(=O)(=O)C)C)C=C2 N-{4-[(3S)-2,3-dihydro[1,4]dioxino[2,3-b]pyridin-3-yl]benzyl}-N-methyl-1-(methylsulfonyl)piperidin-4-amine